C(OC=1C=CC(=C(C1)O)C=1C=2N(C(=NN1)N[C@H]1CN(CCC1)C)C=CC2)([2H])([2H])[2H] (R)-5-(Methoxy-d3)-2-(4-((1-methylpiperidin-3-yl)amino)pyrrolo[1,2-d][1,2,4]triazin-1-yl)phenol